C(C)(=O)OC1=C(C=C(C=C1C=1C=NC=C(C1)N1CC(CC1)(C)NC(=O)OC(C)(C)C)F)C1=CC(=C(C=C1)N1C(N(C=C1)C)=O)Cl 3-(5-(3-((tert-butoxycarbonyl)amino)-3-methylpyrrolidin-1-yl)pyridin-3-yl)-3'-chloro-5-fluoro-4'-(3-methyl-2-oxo-2,3-dihydro-1H-imidazol-1-yl)-[1,1'-biphenyl]-2-yl acetate